COC=1C=C(C=C(C1OC)OC)N1C=NC(=C1)NC=1C2=C(N=C(N1)N1[C@@H](CCC1)C(=O)N)NC=C2 (S)-1-(4-((1-(3,4,5-trimethoxyphenyl)-1H-imidazol-4-yl)amino)-7H-pyrrolo[2,3-d]pyrimidin-2-yl)pyrrolidine-2-carboxamide